O1C(CCCC1)N1N=CC(=C1)C1=CC=C(C2=C1N=CS2)C2=CC=C(N=N2)N2CC1(C2)CN(CCC1)C(=O)OC(C)(C)C tert-butyl 2-(6-(4-[1-(oxan-2-yl) pyrazol-4-yl]-1,3-benzothiazol-7-yl)pyridazin-3-yl)-2,6-diazaspiro[3.5]nonane-6-carboxylate